(3-((3-hydroxy-2,4-dioxo-1,2,3,4-tetrahydroquinazolin-8-yl)sulfonyl)phenyl)carbamic acid methyl ester COC(NC1=CC(=CC=C1)S(=O)(=O)C=1C=CC=C2C(N(C(NC12)=O)O)=O)=O